NC1=NC=2C(=CC=CC2C=2N1C=C(N2)C(=O)N2CCC1(CCCNC1)CC2)F (5-amino-7-fluoroimidazo[1,2-c]quinazolin-2-yl)(2,9-diazaspiro[5.5]undecan-9-yl)methanone